NC1=NC(=C(C(=N1)N(N)C(CCO)=O)C(F)(F)F)C1=CC(=CC=C1)F N-(2-amino-6-(3-fluorophenyl)-5-(trifluoromethyl)pyrimidin-4-yl)-3-hydroxypropanehydrazide